ClC=1C(=CC=C2N=CC(=NC12)C=1C=NN(C1)CC1CS(C1)(=O)=O)OC=1C=CC2=C(NC(=N2)C)C1 3-((4-(8-chloro-7-((2-methyl-1H-benzo[d]imidazol-6-yl)oxy)quinoxalin-2-yl)-1H-pyrazol-1-yl)methyl)thietane 1,1-dioxide